2-fluoro-5-methyl-3-(trifluoromethyl)-1H-pyrazole-5-carboxamide FN1NC(C=C1C(F)(F)F)(C(=O)N)C